Dioleylphosphat C(CCCCCCC\C=C/CCCCCCCC)OP(=O)(OCCCCCCCC\C=C/CCCCCCCC)[O-]